N1=CC=C(C=C1)CNC(C(C1=C(C=C(C(=C1)C)C)C)NCC1=CC=NC=C1)=O N-(pyridine-4-ylmethyl)-2-[(pyridine-4-ylmethyl)amino]-2-(2,4,5-trimethylphenyl)acetamid